C(C)OC(=O)C=1C(=CC(N(C1)C[C@]1(CCN(CC12CCCC2)C(=O)OC(C)(C)C)O)=O)C2=CC=CC=C2 tert-Butyl (R)-10-((5-(ethoxycarbonyl)-2-oxo-4-phenylpyridin-1(2H)-yl)methyl)-10-hydroxy-7-azaspiro[4.5]decane-7-carboxylate